[V].[Sn] tin-vanadium